[N+](#[C-])CC(C[N+]#[C-])(C)C[N+]#[C-] 1,3-diisocyano-2-(isocyanomethyl)-2-methylpropane